3-(3-bromo-1-propoxy)oxetane BrCCCOC1COC1